4-(N-(2,2,2-trifluoroethyl)sulfamoyl)piperazin FC(CNS(=O)(=O)N1CCNCC1)(F)F